(Z)-N-(2-chloroethyl)acetimidoyl chloride dichlorophosphate P(=O)(O)(Cl)Cl.ClCC\N=C(\C)/Cl